FC(C1=C(C=C2CCCN(C2=C1)C1=C2C=C(C(N(C2=CC(=N1)C1CCOCC1)C)=O)C)C=1C=NN(C1)C)F 5-(7-(difluoromethyl)-6-(1-methyl-1H-pyrazol-4-yl)-3,4-dihydroquinolin-1(2H)-yl)-1,3-dimethyl-7-(tetrahydro-2H-pyran-4-yl)-1,6-naphthyridin-2(1H)-one